rac-(4S,4R)-4-(4-cyano-2-methoxyphenyl)-5-ethoxy-2,8-dimethyl-1,4-dihydro-1,6-naphthyridine-3-carboxylic acid C(#N)C1=CC(=C(C=C1)[C@@H]1C(=C(NC2=C(C=NC(=C12)OCC)C)C)C(=O)O)OC |r|